(3aR,5s,6aS)-N-(6-(2-methyl-2H-indazol-5-yl)-4-(trifluoromethyl)pyridazin-3-yl)-2-(pyridin-2-ylmethyl)octahydro-cyclopenta[c]pyrrol-5-amine CN1N=C2C=CC(=CC2=C1)C1=CC(=C(N=N1)NC1C[C@@H]2[C@@H](CN(C2)CC2=NC=CC=C2)C1)C(F)(F)F